5-((((5-((4-(3-((2-((S)-1-hydroxyethyl)-1H-imidazol-1-yl)methyl)isoxazol-5-yl)phenyl)ethynyl)pyridin-2-yl)methyl)amino)methyl)oxazolidin-2-one O[C@@H](C)C=1N(C=CN1)CC1=NOC(=C1)C1=CC=C(C=C1)C#CC=1C=CC(=NC1)CNCC1CNC(O1)=O